methyl 2-(((tert-butoxycarbonyl)amino)methyl)-6-cyclopropylimidazo[1,2-a]pyridine-8-carboxylat C(C)(C)(C)OC(=O)NCC=1N=C2N(C=C(C=C2C(=O)OC)C2CC2)C1